4-amino-2,6-di-tert-butylphenol NC1=CC(=C(C(=C1)C(C)(C)C)O)C(C)(C)C